C(C)C(C)N([O-])CC.C(CCCCCCCCCCC)(=O)N lauric acid amide ethyl-diethyl-aminoxide